ClC1=C(C(=CC(=C1)C(C(C(F)(F)F)(F)F)(C(F)(F)F)F)C#N)NC(=O)C=1C=CC(=C(C1)NC(C1=C(C=C(C=C1)C#N)C)=O)C#N N-[5-[[2-chloro-6-cyano-4-[1,2,2,3,3,3-hexafluoro-1-(trifluoromethyl)propyl]phenyl]carbamoyl]-2-cyanophenyl]-4-cyano-2-methylbenzamide